C(CC)C1=[N+](C=CC=C1)C1CCCCCC1 propylcycloheptylpyridinium